ClC=1C(=C(C=CC1)S(=O)(=O)O)C 3-chloro-2-methylbenzene-1-sulfonic acid